2-Pyridylmethyl N-[(1S)-1-cyclohexyl-2-[4-[3,5-dimethyl-1-(2-trimethylsilylethoxy methyl)pyrazol-4-yl]anilino]-2-oxo-ethyl]carbamate C1(CCCCC1)[C@@H](C(=O)NC1=CC=C(C=C1)C=1C(=NN(C1C)COCC[Si](C)(C)C)C)NC(OCC1=NC=CC=C1)=O